2-(7-oxabicyclo[2.2.1]heptan-2-yl)-4-chloro-6-methylpyrimidine C12C(CC(CC1)O2)C2=NC(=CC(=N2)Cl)C